N-((1r,3r)-3-(3-chloro-4-cyanophenoxy)-2,2,4,4-tetramethylcyclobutyl)-6-(2-(2-(2,6-dioxopiperidin-3-yl)-1,3-dioxoisoindolin-5-yl)-2,7-diazaspiro[3.5]nonan-7-yl)nicotinamide ClC=1C=C(OC2C(C(C2(C)C)NC(C2=CN=C(C=C2)N2CCC3(CN(C3)C=3C=C4C(N(C(C4=CC3)=O)C3C(NC(CC3)=O)=O)=O)CC2)=O)(C)C)C=CC1C#N